C1(=CC=CC=C1)C1(CC1)[NH-] 1-phenylcyclopropylamide